N-benzyl-2-[2-[2-[2-[2-[2-[2-[2-(3-benzyloxypropoxy)ethoxy]ethoxy]ethoxy]ethoxy]ethoxy]ethoxy]ethoxy]-N-methyl-ethanamine C(C1=CC=CC=C1)N(CCOCCOCCOCCOCCOCCOCCOCCOCCCOCC1=CC=CC=C1)C